6-(1-methyl-3,4,5,6,7,7a-hexahydro-2H-indol-3a-yl)quinoxaline CN1CCC2(CCCCC12)C=1C=C2N=CC=NC2=CC1